((6-fluoro-2-methylpyridin-3-yl)oxy)-2-methyl-3-(1-methyl-1H-pyrazol-4-yl)benzoic acid FC1=CC=C(C(=N1)C)OC1=C(C(=C(C(=O)O)C=C1)C)C=1C=NN(C1)C